dimethyl 7-bromo-1-(4-bromobenzoyl)pyrrolo[1,2-a]quinoline-2,3-dicarboxylate BrC=1C=C2C=CC=3N(C2=CC1)C(=C(C3C(=O)OC)C(=O)OC)C(C3=CC=C(C=C3)Br)=O